10-bromo-7-(2-phenoxyphenyl)-7H-benzo[de]anthracen-7-ol BrC1=CC=2C3=C4C(C=CC=C4C(C2C=C1)(O)C1=C(C=CC=C1)OC1=CC=CC=C1)=CC=C3